C(#N)C1=CC(=C(C(=C1)C)B1OC(C)(C)C(C)(C)O1)C 4-cyano-2,6-dimethylphenylboronic acid pinacol ester